C(C)OC1=NC(=NC=C1C(NC1=CC2=CN(N=C2C(=C1)OC)C)=O)N1C[C@H](CC1)N(C(OC(C)(C)C)=O)C tert-butyl (S)-(1-(4-ethoxy-5-((7-methoxy-2-methyl-2H-indazol-5-yl)carbamoyl)pyrimidin-2-yl)pyrrolidin-3-yl)(methyl)carbamate